2-ethyl-5-methoxy-1,4-naphthoquinone C(C)C=1C(C2=CC=CC(=C2C(C1)=O)OC)=O